C(#N)C=1C(=C(C=CC1)C(C(=O)O)(F)F)C 2-(3-cyano-2-methyl-phenyl)-2,2-difluoro-acetic acid